2-((S)-1-Acryloyl-4-((R)-2-(3-(dimethylamino)azetidin-1-yl)-7-(2-oxo-3,4-dihydroquinolin-1(2H)-yl)-5,6,7,8-tetrahydroquinazolin-4-yl)piperazin-2-yl)acetonitrile C(C=C)(=O)N1[C@H](CN(CC1)C1=NC(=NC=2C[C@@H](CCC12)N1C(CCC2=CC=CC=C12)=O)N1CC(C1)N(C)C)CC#N